N-3-octyloxypropyl-1,3-diaminopropane CCC(CCCCC)OCCCNCCCN